(S)-1-((S)-3,3-difluorocyclopentyl)-3-(isoquinolin-4-yl)-2-oxoimidazolidine-4-carbonitrile FC1(C[C@H](CC1)N1C(N([C@@H](C1)C#N)C1=CN=CC2=CC=CC=C12)=O)F